FC=1C(N(C(N(C1)C1=NN(C2=CC(=CC=C12)N[C@H]1[C@@H](CN(CC1)C(=O)OC(C)(C)C)C)C)=O)CC1=CC=C(C=C1)OC)=O tert-butyl (3R,4R)-4-((3-(5-fluoro-3-(4-methoxybenzyl)-2,4-dioxo-3,4-dihydropyrimidin-1(2H)-yl)-1-methyl-1H-indazol-6-yl)amino)-3-methylpiperidine-1-carboxylate